NC=1N=CNC1C(=O)N 4-Amino-5-imidazolecarboxamide